3-((6-(1H-pyrrolo[2,3-b]pyridin-3-yl) quinazolin-4-yl) amino)-2,2-dimethylpropionate N1C=C(C=2C1=NC=CC2)C=2C=C1C(=NC=NC1=CC2)NCC(C(=O)[O-])(C)C